(Z)-4-((5-fluoro-2-methyl-3-((2-(oxazol-4-yl)acetamido)methyl)-1H-inden-1-ylidene)methyl)-2,6-dimethoxyphenyl [1,4'-bipiperidine]-1'-carboxylate N1(CCCCC1)C1CCN(CC1)C(=O)OC1=C(C=C(C=C1OC)\C=C/1\C(=C(C2=CC(=CC=C12)F)CNC(CC=1N=COC1)=O)C)OC